CN(C1CCC(CC1)NC=1N=CC=C2C1SC(=C2CC(F)(F)F)C#CC)C 3-(7-((4-(dimethylamino)cyclohexyl)amino)-3-(2,2,2-trifluoroethyl)thieno[2,3-c]pyridin-2-yl)prop-2-yn